C1(CC1)C1=NN(C=N1)C1CC2(CN(C2)C(=O)N2CC(C2)C23CC(C2)(C3)C=3OC(=NN3)CC(F)(F)F)C1 [6-(3-cyclopropyl-1,2,4-triazol-1-yl)-2-azaspiro[3.3]heptan-2-yl]-[3-[3-[5-(2,2,2-trifluoroethyl)-1,3,4-oxadiazol-2-yl]-1-bicyclo[1.1.1]pentanyl]azetidin-1-yl]methanone